2-((1r,4r)-4-(2-(4-(4-(2,6-dioxopiperidin-3-yl)-3-methylphenyl)piperazin-1-yl)ethyl)cyclohexyl)-N-(imidazo[1,2-b]pyridazin-3-yl)-6-methoxy-2H-indazole-5-carboxamide trifluoroacetate FC(C(=O)O)(F)F.O=C1NC(CCC1C1=C(C=C(C=C1)N1CCN(CC1)CCC1CCC(CC1)N1N=C2C=C(C(=CC2=C1)C(=O)NC1=CN=C2N1N=CC=C2)OC)C)=O